3-(2-bromo-5-chlorophenyl)propionic acid BrC1=C(C=C(C=C1)Cl)CCC(=O)O